4-(6-amino-2-chloro-9H-purin-9-yl)-N-(3-methoxybenzyl)cyclohexanecarboxamide NC1=C2N=CN(C2=NC(=N1)Cl)C1CCC(CC1)C(=O)NCC1=CC(=CC=C1)OC